(3R)-3-(4-chlorophenyl)-2-[(5-chloropyridin-2-yl)methyl]-6-(2-hydroxypropan-2-yl)-3-(3-hydroxypropoxy)-2,3-dihydro-1H-isoindol-1-one ClC1=CC=C(C=C1)[C@@]1(N(C(C2=CC(=CC=C12)C(C)(C)O)=O)CC1=NC=C(C=C1)Cl)OCCCO